(R)-2-heptyl-3-nitro-2H-chromene C(CCCCCC)[C@H]1OC2=CC=CC=C2C=C1[N+](=O)[O-]